1-Ethyl-3-(1H-pyrrolo[2,3-b]pyridin-2-yl)pyrazolo[3,4-d]pyrimidin-4-amine C(C)N1N=C(C=2C1=NC=NC2N)C2=CC=1C(=NC=CC1)N2